COC([C@@H](NC([C@@H](NC(=O)OC(C)(C)C)CC1=CC=CC=C1)=O)CSC([2H])([2H])[2H])=O N-(tert-butoxycarbonyl)-L-phenylalanyl-S-(methyl-d3)-L-cysteine methyl ester